C(C)(=O)O.C(C)P(CC)=O diethylphosphine oxide acetate